N-(3-chloro-2-fluoro-phenyl)-7-[2-[(1S,5R)-3-isopropyl-3-azabicyclo[3.1.0]hexan-1-yl]ethynyl]-6-nitroquinazolin-4-amine ClC=1C(=C(C=CC1)NC1=NC=NC2=CC(=C(C=C12)[N+](=O)[O-])C#C[C@]12CN(C[C@@H]2C1)C(C)C)F